(Z)-N-(3-(3-(3-(pentafluoro-sulfaneyl)-5-(trifluoromethyl)phenyl)-1H-1,2,4-triazol-1-yl)acryloyl)cyclobutanecarbohydrazide FS(C=1C=C(C=C(C1)C(F)(F)F)C1=NN(C=N1)\C=C/C(=O)N(N)C(=O)C1CCC1)(F)(F)(F)F